3-di(2-ethylhexyl-oxy)phosphoryl-butyric acid C(C)C(COP(=O)(OCC(CCCC)CC)C(CC(=O)O)C)CCCC